C(C)C(C(=O)[O-])CCCC.C(C)C(C(=O)[O-])CCCC.C(CCC)[Sn+2]CCCC dibutyltin Di(2-ethylhexanoate)